CCN(CCCC1=CC=CC=C1)CCCC2=CC=CC=C2.C(C(=O)O)C(CC(=O)O)(C(=O)O)O The molecule is the citrate salt of alverine, resulting from the reaction of equimolar amounts of alvarine and citric acid. An antispasmodic that acts directly on intestinal and uterine smooth muscle, it is used in the treatment of irritable bowel syndrome. It has a role as a cholinergic antagonist and an antispasmodic drug. It is a citrate salt and an organoammonium salt. It contains an alverine(1+).